(5-chloropyrimidin-2-ylamino)-3-fluorobenzoic acid ClC=1C=NC(=NC1)NC1=C(C(=O)O)C=CC=C1F